C(C)(=O)OCC(=O)C1CSC2=C(C=CC=C2C1=O)OC 2-(8-Methoxy-4-oxothiochroman-3-yl)-2-oxoethyl acetate